3,4-bis(trimethylsilyl)benzoic acid methyl ester COC(C1=CC(=C(C=C1)[Si](C)(C)C)[Si](C)(C)C)=O